FC1=C(CN2[C@@H](CCC2=O)CC(=O)N[C@H](C(=O)N[C@H](C(=O)OC)CC2=CC(=CC=C2)F)[C@@H](C)OC)C=CC=C1F Methyl (S)-2-((2S,3R)-2-(2-((S)-1-(2,3-difluorobenzyl)-5-oxopyrrolidin-2-yl)acetamido)-3-methoxybutanamido)-3-(3-fluorophenyl)propanoate